(S)-3-(4-amino-6-ethynylpyrido[3,4-d]pyrimidin-8-yl)-2,4-dimethylphenol NC=1C2=C(N=CN1)C(=NC(=C2)C#C)C=2C(=C(C=CC2C)O)C